FC(C1=NC(=CC=C1N1CCN(CC1)CC=1C=CC=2C3=C(C(NC2C1)=O)COC3)C(NC)=O)(F)F 7-((4-(2-trifluoromethyl-6-(methylcarbamoyl)pyridin-3-yl)piperazin-1-yl)methyl)-3,5-dihydrofuro[3,4-c]quinolin-4(1H)-one